N[C@H](CC1=CC=2N(C(N=CC2S1)Cl)CC=1SC=CC1)C 6-[(2S)-2-aminopropyl]-2-chloro-N-[(thiophen-2-yl)methyl]thieno[3,2-d]pyrimidin